ethyl 2,3-dimethyl-4-oxo-2,4,5,6-tetrahydrocyclopenta[c]pyrrole-1-carboxylate CN1C(=C2C(=C1C)C(CC2)=O)C(=O)OCC